1,3,5-TRIS(6-(3-(pyridin-3-yl)phenyl)pyridin-2-yl)benzene N1=CC(=CC=C1)C=1C=C(C=CC1)C1=CC=CC(=N1)C1=CC(=CC(=C1)C1=NC(=CC=C1)C1=CC(=CC=C1)C=1C=NC=CC1)C1=NC(=CC=C1)C1=CC(=CC=C1)C=1C=NC=CC1